(2S)-2-[4-bromo-2-(cyclobutyldifluoromethyl)phenoxy]propionic acid BrC1=CC(=C(O[C@H](C(=O)O)C)C=C1)C(F)(F)C1CCC1